O(C)N(CC1=CC=CC=C1)OC dimethoxylbenzylamine